Cl.CC1=C(C=CC=C1[N+](=O)[O-])[C@@H](C)N (R)-1-(2-Methyl-3-nitrophenyl)ethan-1-amine hydrochloride